lithium 3,4-dihydroxybenzonitrile OC=1C=C(C#N)C=CC1O.[Li]